CN(C1(CN(C1)C1=NC=2C(=C(C(=CC2C2=C1N=CN2[C@@H]2C[C@H](NCC2)CC#N)C)C2=CC=C(C=C2)F)F)C)C 2-((2S,4S)-4-(4-(3-(dimethylamino)-3-methylazetidin-1-yl)-6-fluoro-7-(4-fluorophenyl)-8-methyl-1H-imidazo[4,5-c]quinolin-1-yl)piperidin-2-yl)acetonitrile